[C@@H]12N(C[C@@H](NC1)C2)C=2C=C1CN3C(C1=CC2)CNCC3C 8-[(1S,4S)-2,5-diazabicyclo[2.2.1]heptan-2-yl]-4-methyl-3,4,6,10b-tetrahydro-1H-pyrazino[2,1-a]isoindol